2-[benzyl(ethyl)amino]-5-methoxy-1-methyl-6-oxopyrimidine-4-carboxylic acid C(C1=CC=CC=C1)N(C=1N(C(C(=C(N1)C(=O)O)OC)=O)C)CC